docosyl Acrylate C(C=C)(=O)OCCCCCCCCCCCCCCCCCCCCCC